5-amino-N-{2-[3-amino-4-(fluoromethyl)pyrrolidin-1-yl]-3-fluoro-5,6,7,8-tetrahydroquinolin-6-yl}-2,4-dimethylthieno[2,3-d]pyrimidine-6-carboxamide NC1=C(SC=2N=C(N=C(C21)C)C)C(=O)NC2CC=1C=C(C(=NC1CC2)N2CC(C(C2)CF)N)F